(S)-4-(2-Chloro-7-(pyrrolidin-1-ylmethyl)thieno[3,2-d]pyrimidin-4-yl)-3-methylmorpholine ClC=1N=C(C2=C(N1)C(=CS2)CN2CCCC2)N2[C@H](COCC2)C